C(C)C(CP(O)(O)=O)CCCC.C(C)C(COP(O)(=O)CC(CCCC)CC)CCCC 2-ethylhexyl-phosphonic acid mono-2-ethylhexyl ester (2-ethylhexyl phosphonate)